3-(5-chloro-6-methoxy-1-oxoisoindolin-2-yl)piperidine-2,6-dione ClC=1C=C2CN(C(C2=CC1OC)=O)C1C(NC(CC1)=O)=O